Cl.ClC1=CC=C(C[C@H]2CO[C@H](CN2C2CCC(CC2)C2=NN(C(=C2)C)C)CNC(=O)C=2N=CN(C2)C)C=C1 N-(((2S,5S)-5-(4-chlorobenzyl)-4-(4-(1,5-dimethyl-1H-pyrazol-3-yl)cyclohexyl)morpholin-2-yl)methyl)-1-methyl-1H-imidazole-4-carboxamide hydrochloride